ClC1=CC=C(C=C1)NC(=O)NC1CN(C(C1)=O)C1=CC(=CC=C1)Cl 1-(4-chlorophenyl)-3-[1-(3-chlorophenyl)-5-oxopyrrolidin-3-yl]urea